1-(3-chlorophenyl-ethyl)-3-((4-(methylsulfonyl)phenoxy)methyl)piperidin-3-ol ClC=1C=C(C=CC1)CCN1CC(CCC1)(O)COC1=CC=C(C=C1)S(=O)(=O)C